33-oleoyloxy-tritriacontanoic acid C(CCCCCCC\C=C/CCCCCCCC)(=O)OCCCCCCCCCCCCCCCCCCCCCCCCCCCCCCCCC(=O)O